OC[C@H](C)NC1=C(C(N(N=C1)CC1=CC=C(C=C1)OC)=O)C(F)(F)F (S)-5-((1-hydroxy-propan-2-yl)amino)-2-(4-methoxybenzyl)-4-(trifluoromethyl)pyridazin-3(2H)-one